C(C)(C)C1=C(C(=CC(=C1)C(C)C)C(C)C)S(=O)(=O)[N+]=1NN=NC1C1=NC=CC=C1 1-(2,4,6-triisopropylbenzenesulfonyl)-5-(pyridin-2-yl)tetrazolium